BrCC=1C=CC=2C3=C(C(NC2C1F)=O)OCCC3 8-(Bromomethyl)-7-fluoro-2,3-dihydro-1H-pyrano[2,3-c]quinolin-5(6H)-one